C(C=C)(=O)N1C[C@](CC1)(C1=C(C(=C(C=C1)C)Cl)Cl)NC1=CC=C2C(C(N(C2=C1)C)=O)(C)C 6-[(S)-1-acryloyl-3-(2,3-dichloro-4-tolyl)-3-pyrrolidinylamino]-1-methyl-3,3-dimethyl-2-indolinone